OC=1C=C(C=CC1)NC(=O)C=1C=C(C=CC1)NC(=O)C=1SC=CC1 N-[3-[(3-hydroxyphenyl)carbamoyl]phenyl]thiophene-2-carboxamide